C1(CC1)C=1C(=C2C(C(N(C2=C(C1)F)[C@H]1C(N(CC1)[C@@H](CCC(=O)O)C)=O)=O)(C)C)F (R)-4-((R)-3-(5-cyclopropyl-4,7-difluoro-3,3-dimethyl-2-oxoindolin-1-yl)-2-oxopyrrolidin-1-yl)pentanoic acid